2,6-bis[1-(2-chloro-6-methylphenylimino)ethyl]pyridine iron (II) dichloride [Fe](Cl)Cl.ClC1=C(C(=CC=C1)C)N=C(C)C1=NC(=CC=C1)C(C)=NC1=C(C=CC=C1C)Cl